iodo-8-ethoxypyrazolo[5,1-c][1,2,4]benzotriazine 5-oxide IC1=NN2C(N=[N+](C3=C2C=C(C=C3)OCC)[O-])=C1